O1COC2=C1C=CC(=C2)C2=NC=C(C=C2N2CC(C2)C(=O)O)CCCOC 1-(2-(benzo[d][1,3]dioxol-5-yl)-5-(3-methoxypropyl)pyridin-3-yl)azetidine-3-carboxylic acid